C(C)(=O)OCOC=1C(=NC=CC1OC)C(=O)N[C@@H](C)C(=O)O[C@@H](C)C1(CC1)C1=CC=CC2=CC=CC=C12 (1S)-1-[1-(naphthalen-1-yl) cyclopropyl]Ethyl N-{[3-(acetoxymethoxy)-4-methoxypyridin-2-yl]Carbonyl}-L-alaninate